C(C)OCCN1N=CC=C1 1-(2-Ethoxy-ethyl)-1H-pyrazol